N1(C(CN(CC1)C(=O)OC(C)(C)C)C(=O)OC)C(=O)OC(C)(C)C 1,4-Di-Tert-Butyl 2-Methyl Piperazine-1,2,4-Tricarboxylate